BrC=1C(=C(C=C(C1F)F)NC(/C=N/O)=O)F (E)-N-(3-bromo-2,4,5-trifluorophenyl)-2-(hydroxyimino)acetamide